5-(2-methyl-4-oxidanyl-phenyl)dithiole-3-thione CC1=C(C=CC(=C1)O)C1=CC(SS1)=S